C(C)(C)(C)OC(=O)N(C(=O)OC(C)(C)C)CC1=CC(=NN1CCCNC(=O)OC(C)(C)C)C1=CC=C(OC[C@H](C(=O)OC(C)(C)C)O)C=C1 tert-butyl (R)-3-(4-(5-((bis(tert-butoxycarbonyl)amino)methyl)-1-(3-((tert-butoxycarbonyl)amino)propyl)-1H-pyrazol-3-yl)phenoxy)-2-hydroxypropanoate